ethylisoThiocyanate C(C)N=C=S